BrC=1C=C(NC2(CCC3(C(N(C4=CC=C(C=C34)CCC3=CC=CC=C3)C)=O)CC2)C(=O)O)C=CC1 (1r,4r)-4-(3-bromoanilino)-1'-methyl-2'-oxo-5'-(2-phenylethyl)-1',2'-dihydrospiro[cyclohexane-1,3'-indole]-4-carboxylic acid